FC([C@H](C)N1N=CC=C1C(=O)N)(F)F |o1:2| 1-((S*)-1,1,1-trifluoropropan-2-yl)-1H-pyrazole-5-carboxamide